4-(O-beta-glucopyranosyloxy)-3,5-dimethoxybenzoic acid [C@@H]1([C@H](O)[C@@H](O)[C@H](O)[C@H](O1)CO)OC1=C(C=C(C(=O)O)C=C1OC)OC